2-(Cyclobutylamino)-6-(4-isopropylpiperazin-1-yl)pyridine-4-carboxylic acid C1(CCC1)NC1=NC(=CC(=C1)C(=O)O)N1CCN(CC1)C(C)C